3'-{(1R)-1-[(6,7-dimethoxy-2-methylquinazolin-4-yl)amino]-ethyl}-N,N-di-methylbiphenyl-2-carboxamide COC=1C=C2C(=NC(=NC2=CC1OC)C)N[C@H](C)C=1C=C(C=CC1)C=1C(=CC=CC1)C(=O)N(C)C